O1C(CCCC1)C1=C(N)C=CC=C1 2-(tetrahydro-2H-pyran-2-yl)aniline